calcium cis-1,2-cyclohexanedicarboxylate salt [C@@H]1([C@H](CCCC1)C(=O)[O-])C(=O)[O-].[Ca+2]